para-Dichlorobenzol ClC1=CC=C(C=C1)Cl